4,5-diamino-3-hydroxymethyl-1-isopropylpyrazole NC=1C(=NN(C1N)C(C)C)CO